C(C)(C)NC(C)C.CC1=C(OC(C(=O)O)(C)C)C(=CC(=C1)CN1N=CN(C1=O)C1=CC=C(C=C1)OC(F)(F)F)C 2-(2,6-Dimethyl-4-((5-oxo-4-(4-(tri-fluoromethoxy)phenyl)-4,5-dihydro-1H-1,2,4-triazol-1-yl)methyl)phenoxy)-2-methylpropionic acid diiso-propylamine salt